OC=1C=C2NC=C(CCN(C)C)C2=CC1 6-hydroxydimethyltryptamine